dehydroalanine ethyl ester C(C)OC(C(N)=C)=O